2-(4'-Chloro-[1,1'-biphenyl]-2-yl)-3-methylpyridine ClC1=CC=C(C=C1)C1=C(C=CC=C1)C1=NC=CC=C1C